COC(C1=C(C=C(C(=C1)N1C(NC(CC1)=O)=O)C)F)=O Methyl-5-(2,4-dioxo-1,3-diazinan-1-yl)-2-fluoro-4-methylbenzoate